(4S)-4-carbamoyl-4-{5-[3-(dimethoxymethyl)azetidin-1-yl]-7-fluoro-1-oxo-3H-isoindol-2-yl}butanoate C(N)(=O)[C@H](CCC(=O)[O-])N1C(C2=C(C=C(C=C2C1)N1CC(C1)C(OC)OC)F)=O